N1N=CC2=C(C=CC=C12)C=1N=NN(C1)CC1=CC=C2C=C(NC2=C1)CNC(=O)C1CCCC1 N-[[6-[[4-(1H-indazol-4-yl)triazol-1-yl]methyl]-1H-indol-2-yl]methyl]cyclopentanamide